4-((12-hydroxydodecyl)oxy)-2,2,6,6-tetramethylpiperidine OCCCCCCCCCCCCOC1CC(NC(C1)(C)C)(C)C